ClC1=CC=C(C=C1)C1=C2C(=NN(C1=O)C1=CC=C(C=C1)OC)C=CC(=N2)OCC(F)(F)F 4-(4-chlorophenyl)-2-(4-methoxyphenyl)-6-(2,2,2-trifluoroethoxy)pyrido[3,2-c]pyridazin-3(2H)-one